COCC(CC#CC)(CC#CC)COC 5,5-Bis(methoxymethyl)non-2,7-diyne